2,4-dimethylphenyl-diethylaminocarboxylic acid CC1=C(C=CC(=C1)C)CCN(CC)C(=O)O